O=C1N(CCOC1)[C@H]1C(=NN(C1)C(=O)N[C@H](C)C=1C=NC(=NC1)C(F)(F)F)C1=CC=C(C=C1)Cl (R)-4-(3-oxomorpholin-4-yl)-3-(4-chlorophenyl)-N-((R)-1-(2-(trifluoromethyl)pyrimidin-5-yl)ethyl)-4,5-dihydro-1H-pyrazole-1-carboxamide